C(C)(C)(C)NS(=O)(=O)C1=CC(=CC=C1)NC1=NC(=NC=C1C)NC1=CC=C(C=C1)N1CCC(CC1)N1CCN(CC1)CC=1C=C2CN(C(C2=CC1)=O)C1C(NC(CC1)=O)=O N-(tert-butyl)-3-((2-((4-(4-(4-((2-(2,6-dioxopiperidin-3-yl)-1-oxoisoindolin-5-yl)methyl)piperazin-1-yl)piperidin-1-yl)phenyl)amino)-5-methylpyrimidin-4-yl)amino)benzenesulfonamide